C(C1=CC=CC=C1)NCC1CN(CCO1)S(=O)(=O)C N-benzyl-1-(4-(methylsulfonyl)morpholin-2-yl)methanamine